C(C)OCCC(C(=O)O)C.C(CC)(=O)OCCOCC ethoxyethyl propionate (ethoxy ethyl propionate)